OCC=1C=C(C=CC1)N1N=C(C=C1)CC(=O)NC=1SC(=CN1)C(F)(F)F 2-(1-(3-(hydroxymethyl)phenyl)-1H-pyrazol-3-yl)-N-(5-(trifluoromethyl)thiazol-2-yl)acetamide